tert-butyl 4-((7-bromo-5-(trifluoromethyl)-1H-indol-1-yl)methyl)-4-hydroxypiperidine-1-carboxylate BrC=1C=C(C=C2C=CN(C12)CC1(CCN(CC1)C(=O)OC(C)(C)C)O)C(F)(F)F